CC(C(=O)N(C1=CC=CC=C1)C1=CC=CC=C1)=C 2-methyl-N,N-diphenylprop-2-enamide